N1=CC=CC(=C1)C1=C(C(=O)N)C=CC=C1 pyridin-5-ylbenzamide